5-bromo-6-(2-chloro-5-fluorophenyl)-7-[(4-methoxyphenyl)methyl]-7,8-dihydro-6H-[1,3]thiazolo[4,5-e]isoindol-8-one BrC=1C=C2C(=C3C(N(C(C13)C1=C(C=CC(=C1)F)Cl)CC1=CC=C(C=C1)OC)=O)N=CS2